1-(((1r,4r)-4-aminocyclohexyl)methyl)-3-(pyridin-4-ylmethyl)-1H-benzo[d]imidazol-2(3H)-one NC1CCC(CC1)CN1C(N(C2=C1C=CC=C2)CC2=CC=NC=C2)=O